C(C1=CC=CC=C1)O\N=C(\COC1=CC(=NN1C)C(F)(F)F)/C1=C(C=C(C=C1)Cl)Cl (E)-1-(2,4-dichlorophenyl)-2-((1-methyl-3-(trifluoromethyl)-1H-pyrazol-5-yl)oxy)ethan-1-one-O-benzyl oxime